Cl.N[C@@H](C(C)C1=C(C(=CC=C1F)C)C)C1=NNC(O1)=O 5-((1S)-1-amino-2-(6-fluoro-2,3-dimethylphenyl)propyl)-1,3,4-oxadiazol-2(3H)-one hydrochloride